N-[2-oxo-2-(1,2,3,4-tetrahydronaphthalen-1-ylamino)ethyl]-4-phenylpiperazine-1-carboxamide O=C(CNC(=O)N1CCN(CC1)C1=CC=CC=C1)NC1CCCC2=CC=CC=C12